C(C)(C)(C)C=1C=C(C=O)C=CC1 3-tert-butylbenzaldehyde